FC1=CC=C(C=C1)C1=CC=C(C=C1)CN1C=CC2=CC(=CC(=C12)C(=O)NCC1=CC=C(C(=O)O)C=C1)C1=CC=C(C=C1)F 4-((1-((4'-Fluoro-[1,1'-biphenyl]-4-yl)methyl)-5-(4-fluorophenyl)-1H-indol-7-amido)methyl)benzoic acid